CC(C)(C)OC(=O)NC1CC=CC1 1-(N-Boc-amino)-3-cyclopentene